2-bromo-N-(3-(2-cyclopropyl-4-iodo-1H-imidazol-1-yl)bicyclo[1.1.1]pentan-1-yl)acetamide propyl-thiolactate C(CC)OC(C(O)C)=S.BrCC(=O)NC12CC(C1)(C2)N2C(=NC(=C2)I)C2CC2